6-((4-(2-(2-aminopyridin-3-yl)-5-phenyl-3H-imidazo[4,5-b]pyridin-3-yl)-2-fluoro-3-methylphenyl)carbamoyl)spiro[3.3]heptane-2-carboxylic acid NC1=NC=CC=C1C1=NC=2C(=NC(=CC2)C2=CC=CC=C2)N1C1=C(C(=C(C=C1)NC(=O)C1CC2(CC(C2)C(=O)O)C1)F)C